CS(=O)(=O)C1=CC=C(C=C1)N1C=CC=2C1=NC(=CC2)[C@H](O)C=2SC=CC2 (S)-[1-(4-methylsulfonylphenyl)pyrrolo[2,3-b]pyridin-6-yl]-(2-thienyl)methanol